1-[3-(iodohydroxymethylsilyl)hexyl]-2-imidazolidinone I[SiH](C(CCN1C(NCC1)=O)CCC)CO